(R)-1-((3-methylmorpholino)methyl)cyclopropane-1-carboxylic acid ethyl ester C(C)OC(=O)C1(CC1)CN1[C@@H](COCC1)C